ClC1=CC(=C(COC2=CC=CC(=N2)C2CCN(CC2)CC2=NC3=C(N2[C@H]2COCC2)C=C(C=C3)C(=O)O)C=C1)F 2-[(4-{6-[(4-chloro-2-fluorobenzyl)oxy]pyridin-2-yl}piperidin-1-yl)methyl]-1-[(3R)-tetrahydrofuran-3-yl]-1H-benzimidazole-6-carboxylic acid